OC1=CC=C(C=C1)P(C1=CC=CC=C1)(C1=CC=C(C=C1)O)=O bis(4-hydroxyphenyl)phenyl-phosphorus oxide